(S)-1-(2-(dimethylamino)-1-(3-fluoro-5-iodophenyl)ethyl)-4-(5-morpholino-1H-pyrrolo[2,3-b]pyridin-3-yl)pyridin-2(1H)-one CN(C[C@H](C1=CC(=CC(=C1)I)F)N1C(C=C(C=C1)C1=CNC2=NC=C(C=C21)N2CCOCC2)=O)C